C(C=C)(=O)NC(CS(=O)(=O)O)(C)C 2-(acrylamido)-2-methylpropanesulfonic acid